cyclopropanedicarboxylic acid methyl ester COC(=O)C1(CC1)C(=O)O